(2E)-N-(4-{[6,7-bis(methyloxy)quinolin-4-yl]oxy}phenyl)-2-[(ethyloxy)imino]propanamide COC=1C=C2C(=CC=NC2=CC1OC)OC1=CC=C(C=C1)NC(/C(/C)=N/OCC)=O